chloro-7-((2S,5R)-2,5-dimethyl-4-((R)-1-(quinoxalin-6-yl)ethyl)piperazin-1-yl)-4-methyl-2-(tetrahydro-2H-pyran-2-yl)-2,4-dihydro-5H-pyrazolo[4,3-d]pyrimidin-5-one ClC=1N(N=C2C1N(C(N=C2N2[C@H](CN([C@@H](C2)C)[C@H](C)C=2C=C1N=CC=NC1=CC2)C)=O)C)C2OCCCC2